((S)-oxetan-2-ylmethyl)-3H-imidazo[4,5-b]pyridine-5-carboxylate O1[C@@H](CC1)COC(=O)C1=CC=C2C(=N1)NC=N2